O=C1NC(CCC1N1C(C2=CC=CC(=C2C1=O)NCC=1C=NN(C1)C1CCN(CC1)C(=O)[C@H]1OCCC1)=O)=O 2-(2,6-dioxopiperidin-3-yl)-4-(((1-(1-((S)-tetrahydrofuran-2-carbonyl)piperidin-4-yl)-1H-pyrazol-4-yl)methyl)amino)isoindoline-1,3-dione